CCCCCCCCC(CCCCCCCC)OC(CCCCCC(CCCCCC(=O)O)=O)=O 13-(heptadec-9-yloxy)-7,13-dioxotridecanoic acid